[Ag].F[C@@]1([C@H](O)C[C@@H](CO)O1)N1C(=O)N=C(N)C=C1 fluoro-3'-deoxycytidine silver